CC(C(=O)NC1=CC=CC=C1)N1N=CC(=C1)[N+](=O)[O-] methyl-2-(4-nitro-1H-pyrazol-1-yl)-N-phenylacetamide